NC(CCC1CC1)(C1=CC=NC=C1)C=1C=CC(=C(C1)NC(OC)=O)F methyl 5-(1-amino-3-cyclopropyl-1-(pyridin-4-yl) propyl)-2-fluorophenylcarbamate